1-[3-(1-methyl-5-morpholino-6-oxo-pyridazin-3-yl)-1H-indazol-5-yl]pyrrole CN1N=C(C=C(C1=O)N1CCOCC1)C1=NNC2=CC=C(C=C12)N1C=CC=C1